C(CCC)N1C=C([C@H]2[C@H](O)[C@H](O)[C@@H](CO)O2)C(NC1=O)=O 1-Butyl-pseudouridine